C(O[C@H](C)N1N=C(N=N1)COCC(C)=O)([O-])=O (R)-(1-(5-((2-oxopropoxy) methyl)-2H-tetrazol-2-yl) ethyl) carbonate